1,3-dichloro-4,6-dinitrobenzene ClC1=CC(=C(C=C1[N+](=O)[O-])[N+](=O)[O-])Cl